COC1CN(C1)C1=CC(=NC=C1)N1N=CC(=C1)S(=O)(=O)NC=1C=CC=C2C=NN(C12)C 1-(4-(3-METHOXYAZETIDIN-1-YL)PYRIDIN-2-YL)-N-(1-METHYL-1H-INDAZOL-7-YL)-1H-PYRAZOLE-4-SULFONAMIDE